acetylgalactosamine CC(=O)N[C@@H]1[C@H]([C@H]([C@H](OC1O)CO)O)O